COC=1C=C(C=CC1)C1=NN2C(=NC=3C=CC=CC3C2=N1)NC1C(NCC1)=O 3-{[2-(3-methoxyphenyl)[1,2,4]triazolo[1,5-c]quinazolin-5-yl]amino}pyrrolidin-2-one